CC1=CC=C(C=C1)S(=O)(=O)OC1=CC(=CC(=C1)CCCCC)OS(=O)(=O)C1=CC=C(C=C1)C 5-pentyl-1,3-phenylene bis(4-methylbenzensulfonate)